(bis(4-methoxybenzyl)amino)-1-(1,1,1-trifluoropropan-2-yl)-1,3-dihydro-2H-imidazo[4,5-c]pyridin-2-one COC1=CC=C(CN(CC2=CC=C(C=C2)OC)N2C(N(C3=C2C=NC=C3)C(C(F)(F)F)C)=O)C=C1